FC1=NC(=CC=C1C=1CCN(CC1)C1C=C(CC1)C=1NC(C2=C(N1)NC=C2)=O)C(=O)NC 2-fluoro-N-methyl-1'-(3-(4-oxo-4,7-dihydro-3H-pyrrolo[2,3-d]pyrimidin-2-yl)cyclopent-2-en-1-yl)-1',2',3',6'-tetrahydro-[3,4'-bipyridine]-6-carboxamide